FC(CN1N=CC2=CC=C(C=C12)[C@@H]1[C@H](C1)C=1C=2N(N=C(C1)C=1C(NC(NC1)=O)=O)C(=CN2)F)F 5-(8-((1S,2S)-2-(1-(2,2-difluoroethyl)-1H-indazol-6-yl)cyclopropyl)-3-fluoroimidazo[1,2-b]pyridazin-6-yl)pyrimidine-2,4(1H,3H)-dione